ClC=1C(=CC2=C(N=C3N2C(=CC=C3C)C3=CC=CC=C3)C1)Cl 7,8-dichloro-4-methyl-1-phenylbenzo[4,5]imidazo[1,2-a]pyridine